O1C(=CC=C1)C=1N=NN(C1)C=1C=C2CN(C(C2=CC1)=O)C1C(NC(CC1)=O)=O 3-{5-[4-(furan-2-yl)-1,2,3-triazol-1-yl]-1-oxo-3H-isoindol-2-yl}piperidine-2,6-dione